FC=1C=2CCCC2C(=C2CCCC12)NC(=O)N[S@@](=O)(=NC(C1=CC=CC=C1)(C1=CC=CC=C1)C1=CC=CC=C1)C=1C=NN2C1OC(C2)(C)C (S)-N-((8-fluoro-1,2,3,5,6,7-hexahydro-s-indacen-4-yl)carbamoyl)-2,2-dimethyl-N'-trityl-2,3-dihydropyrazolo[5,1-b]oxazole-7-sulfonimidamide